C1(CC1)N1C(=NN=C1)[C@@H](C1(COC1)C=1C=C(C=CC1)N1C(C2=CC(=CC(=C2C1)C(F)(F)F)CN1[C@H](CN(CC1)C)C(C)C)=O)F 2-(3-(3-((R)-(4-cyclopropyl-4H-1,2,4-triazol-3-yl)fluoromethyl)oxetan-3-yl)phenyl)-6-(((S)-2-isopropyl-4-methylpiperazin-1-yl)methyl)-4-(trifluoromethyl)isoindolin-1-one